(2R,3R,4S,5R)-2-(6-amino-2-fluoro-9H-purin-9-yl)-4-(benzyloxy)-5-((benzyloxy)methyl)-5-(methoxymethyl)tetrahydrofuran-3-yl acetate C(C)(=O)O[C@H]1[C@@H](O[C@]([C@H]1OCC1=CC=CC=C1)(COC)COCC1=CC=CC=C1)N1C2=NC(=NC(=C2N=C1)N)F